5-[1-(2-Chloro-6-fluoro-phenyl)-piperidin-4-yl]-2-cyclopropyl-4-methyl-7-(2-trifluoromethyl-benzyl)-2,4,5,7-tetrahydro-pyrazolo[3,4-d]pyrimidin-6-one ClC1=C(C(=CC=C1)F)N1CCC(CC1)N1C(N(C=2C(C1C)=CN(N2)C2CC2)CC2=C(C=CC=C2)C(F)(F)F)=O